(E)-2-fluoro-3-(pyrimidin-2-yl)acrylic acid ethyl ester C(C)OC(/C(=C\C1=NC=CC=N1)/F)=O